[5-chloro-1-ethyl-6-(2H-1,2,3-triazol-2-yl)-1H-pyrrolo[2,3-b]pyridin-3-yl][(2R,6R)-1-(5-fluoro-3-iodopyridin-2-yl)-2,6-dimethylpiperidin-4-yl]methanone ClC=1C=C2C(=NC1N1N=CC=N1)N(C=C2C(=O)C2C[C@H](N([C@@H](C2)C)C2=NC=C(C=C2I)F)C)CC